FC=1C(=CC2=C(N(C=N2)C2=CC=C(C(=N2)N2N=C(C=C2C)C#N)C(C)O)C1)NC=1SC(=NN1)C 1-[6-[6-fluoro-5-[(5-methyl-1,3,4-thiadiazol-2-yl)amino]benzimidazol-1-yl]-3-(1-hydroxyethyl)-2-pyridyl]-5-methyl-pyrazole-3-carbonitrile